(4-methoxy-2,6-dimethylpyrimidin-5-yl)methanol COC1=NC(=NC(=C1CO)C)C